rel-(S)-N-Methyl-1-(5-(pyrimidin-5-yl)isochroman-1-yl)methanamine hydrochloride salt Cl.CNC[C@H]1OCCC2=C(C=CC=C12)C=1C=NC=NC1 |o1:4|